O=C1NC(CCC1N1C(C(C2=CC(=CC=C12)N1CCC(CC1)C(=O)O)(C)C)=O)=O 1-(1-(2,6-dioxopiperidin-3-yl)-3,3-dimethyl-2-oxoindolin-5-yl)piperidine-4-carboxylic acid